C(C)(C)(C)[Si](OC\C(\[2H])=N\[S@](=O)C(C)(C)C)(C)C (R)-N-[(1E)-2-[(tertbutyldimethylsilyl)oxy](1-2H)ethylidene]-2-methylpropane-2-sulfinamide